[N+](=O)([O-])C1(CCCC1)CCC(=O)OC(C)(C)C tert-butyl 3-(1-nitrocyclopentyl)propanoate